FC=1C=CC(=C(C#N)C1)OCCOC1=CC(=CC=C1)C1=CC=NN1C 5-fluoro-2-(2-(3-(1-methyl-1H-pyrazol-5-yl)phenoxy)ethoxy)benzonitrile